NC=1C=CC(=C2CN(C(C12)=O)C/C(/C(=O)N)=C\C)C1=CC(=C(C(=C1)Cl)N)Cl (2E)-2-{[7-amino-4-(4-amino-3,5-dichlorophenyl)-1-oxo-2,3-dihydro-1H-isoindol-2-yl]methyl}but-2-enamide